C(=C)C1=CC=C(CN2N=C(N=C2N)C2=NN(C(=N2)C)CC2=CC=C(C=C2)C=C)C=C1 1,1'-bis(4-vinylbenzyl)-5-amino-5'-methyl-3,3'-bi-1H-1,2,4-triazole